(R)-3-methyl-N-(1-(naphthalen-1-yl)ethyl)-6-(piperidin-4-ylamino)picolinamide 2,2,2-trifluoroacetate FC(C(=O)O)(F)F.CC=1C(=NC(=CC1)NC1CCNCC1)C(=O)N[C@H](C)C1=CC=CC2=CC=CC=C12